BrC1C(N(CC1)C1=C(C=CC=C1C)C)=O 3-bromo-1-(2,6-dimethylphenyl)pyrrolidin-2-one